ClC=1C(=NC(=NC1)NC=1C=NN(C1)C)C1=CC=C2CN(C(C2=C1)=O)[C@@H](C(=O)N[C@H](C)C1=NC(=CC=C1)C)C (2R)-2-(6-{5-chloro-2-[(1-methyl-1H-pyrazol-4-yl)amino]pyrimidin-4-yl}-1-oxo-2,3-dihydro-1H-isoindol-2-yl)-N-[(1R)-1-(6-methylpyridin-2-yl)ethyl]propanamide